Cl.C1(=CC=C(C=C1)[C@H](C)N)C1=CC=CC=C1 (1S)-1-{[1,1'-Biphenyl]-4-yl}ethan-1-amine hydrochloride